C(#N)CC(=O)NC1=C(C=C(C=C1)C1=NC(=NC=C1C)NC1=CC=C(C=C1)N1CCOCC1)OC 2-cyano-N-(2-methoxy-4-(5-methyl-2-(4-morpholinophenyl-amino)pyrimidin-4-yl)phenyl)acetamide